C(CC)SCCSCCC1=NC=CC=C1 2-[2-(2-propylsulfanylethylsulfanyl)ethyl]pyridine